4-fluoro-2-(6-(((1s,2s,3r,5r)-2-fluoro-9-azabicyclo[3.3.1]non-3-yl)thio)pyridazin-3-yl)-5-(1-methyl-1H-pyrazol-4-yl)phenol FC1=CC(=C(C=C1C=1C=NN(C1)C)O)C=1N=NC(=CC1)S[C@H]1[C@H]([C@@H]2CCC[C@H](C1)N2)F